amino-benzazepine NC=1NC2=C(C=CC1)C=CC=C2